2-{[(tert-butoxy)carbonyl]amino}-2-(3-chloro-4-fluorophenyl)propyl 2,2-dimethylpropanoate CC(C(=O)OCC(C)(C1=CC(=C(C=C1)F)Cl)NC(=O)OC(C)(C)C)(C)C